ClC1=NC(=C2N=CNC2=N1)OC 2-Chloro-6-methoxy-9H-purine